((2r,3s,4r,5r)-5-(4-aminopyrrolo[2,1-f][1,2,4]triazin-7-yl)-5-cyano-3,4-dihydroxytetrahydrofuran-2-yl) methylethyl carbonate C(O[C@H]1O[C@@]([C@@H]([C@@H]1O)O)(C#N)C1=CC=C2C(=NC=NN21)N)(OC(C)C)=O